ClC1=CC2=C(C=C3N2C(=NN(C3=O)CC(=O)NC3CCCCC3)C(C)(C)O)S1 (1r,4r)-4-(2-(2-Chloro-5-(2-hydroxypropan-2-yl)-8-oxothieno[2',3':4,5]pyrrolo[1,2-d][1,2,4]triazin-7(8H)-yl)acetamido)cyclohexan